2-methoxy-N-methyl-1',2',3',6'-tetrahydro-[3,4'-bipyridine]-6-carboxamide COC1=NC(=CC=C1C=1CCNCC1)C(=O)NC